(S)-N-methyl-1-(6-(3-methyl-1H-pyrrolo[2,3-b]pyridin-5-yl)isochroman-8-yl)-1-phenylmethylamine CN[C@@H](C1=CC=CC=C1)C=1C=C(C=C2CCOCC12)C=1C=C2C(=NC1)NC=C2C